C1(=CC=CC=C1)NN=C(CC)CC 3-(2-phenylhydrazono)pentan